(2,2,2-trifluoroethyl) (2,4,6-trifluorophenyl) disulfide FC1=C(C(=CC(=C1)F)F)SSCC(F)(F)F